5-(3-(2-((1-acetylpiperidin-4-yl)amino)-5-fluoropyrimidin-4-yl)phenyl)pyridin-2(1H)-one C(C)(=O)N1CCC(CC1)NC1=NC=C(C(=N1)C=1C=C(C=CC1)C=1C=CC(NC1)=O)F